Cl.NC=1C(=NC(=CN1)C=1C=NN(C1)C1CNC1)C(=O)O[C@@H](C(=O)NC1=CC=C(C=C1)F)C1=CC=CC=C1 (R)-2-((4-fluorophenyl)amino)-2-oxo-1-phenylethyl 3-amino-6-(1-(azetidin-3-yl)-1H-pyrazol-4-yl)pyrazine-2-carboxylate hydrochloride